ClC1=CC(=C2C(=N1)N(C(=N2)C=2C=NN(C2)C)CC2=C(C=C(C=C2)OC)OC)N2CCOCC2 4-(5-chloro-3-(2,4-dimethoxybenzyl)-2-(1-methyl-1H-pyrazol-4-yl)-3H-imidazo[4,5-b]pyridin-7-yl)morpholine